2-((2,3-dihydro-1H-inden-2-yl)oxy)acetyl chloride C1C(CC2=CC=CC=C12)OCC(=O)Cl